(1S,2R)-2-(5-(tert-butyl)-3-((7-(difluoromethyl)-1-methyl-6-(pyrazolo[1,5-a]pyrazin-3-yloxy)-1H-imidazo[4,5-b]pyridin-2-yl)amino)-1H-pyrazol-1-yl)cyclopentan-1-ol C(C)(C)(C)C1=CC(=NN1[C@H]1[C@H](CCC1)O)NC=1N(C=2C(=NC=C(C2C(F)F)OC=2C=NN3C2C=NC=C3)N1)C